Butyldimethylsilyl Ether C(CCC)[Si](C)(C)O[Si](CCCC)(C)C